Cl.S=O mono-thioether hydrochloride